2-(1,2,4-triazol-1-yl)ethanamine N1(N=CN=C1)CCN